N-t-butoxycarbonyl-amino-(4-hydroxycyclohexyl)carboxylic acid C(C)(C)(C)OC(=O)NOC(=O)C1CCC(CC1)O